2,6-dichloro-4-(3-((4-methyl-4H-1,2,4-triazol-3-yl)methyl)oxetan-3-yl)pyridine ClC1=NC(=CC(=C1)C1(COC1)CC1=NN=CN1C)Cl